tert-butyl (R)-3-((2-((2-(dimethylamino)ethyl)amino)quinolin-6-yl)oxy)-2-hydroxypropanoate CN(CCNC1=NC2=CC=C(C=C2C=C1)OC[C@H](C(=O)OC(C)(C)C)O)C